2,5-dibutylpyrrole C(CCC)C=1NC(=CC1)CCCC